C(C)[NH-] 1-ethylamide